(2S)-4-(2-ethoxy-2-oxoethyl)-2-methylpiperidine-1-carboxylic acid tert-butyl ester C(C)(C)(C)OC(=O)N1[C@H](CC(CC1)CC(=O)OCC)C